trans-N-[5-[5-(4-hydroxycyclohexoxy)-2-prop-1-ynyl-4-pyridyl]pyrazolo[1,5-a]pyridin-2-yl]cyclopropanecarboxamide O[C@@H]1CC[C@H](CC1)OC=1C(=CC(=NC1)C#CC)C1=CC=2N(C=C1)N=C(C2)NC(=O)C2CC2